(R)-hydroxyvalerate O[C@@H](C(=O)[O-])CCC